Pyrido[3,2-e]Pyrazine N1=CC=NC2=C1C=CC=N2